trans-4-((4-(2-Cyclopropyloxazol-4-yl)pyridin-2-yl)((trans-4-(5-methoxy-6-methylpyridin-2-yl)cyclohexyl)methyl)carbamoyl)cyclohexyl ((S)-2-hydroxypropyl)carbamate O[C@H](CNC(O[C@@H]1CC[C@H](CC1)C(N(C[C@@H]1CC[C@H](CC1)C1=NC(=C(C=C1)OC)C)C1=NC=CC(=C1)C=1N=C(OC1)C1CC1)=O)=O)C